C(CCCCCCCC)N[C@@H](CCC(=O)O)C(=O)O N-nonyl-L-glutamic acid